ClC=1C(=C(C(=CC1N1CC2(C(CC2)C2CN(C2)C)CC1)F)S(=O)(=O)N(C1=NC(=CC=C1)F)CC1=C(C=C(C=C1)OC)OC)F 3-chloro-N-[(2,4-dimethoxyphenyl)methyl]-2,6-difluoro-N-(6-fluoro-2-pyridyl)-4-[3-(1-methylazetidin-3-yl)-6-azaspiro[3.4]octan-6-yl]benzenesulfonamide